C(=O)(O)C(C)C(=S)C(=S)SC(C(=O)O)C ((((1-carboxyethyl)thiocarbonyl)carbothioyl)thio)propanoic acid